2-(2-(((5-(3-(dimethylamino)azetidin-1-yl)-6-methoxybenzo[d]thiazol-2-yl)methyl)carbamoyl)-2,3-dihydro-1H-inden-2-yl)acetic acid CN(C1CN(C1)C=1C(=CC2=C(N=C(S2)CNC(=O)C2(CC3=CC=CC=C3C2)CC(=O)O)C1)OC)C